C1(CC1)C=C1CC=C(C=C1)Cl 1-(cyclopropylmethylene)-4-chlorobenzene